FC(C1=NN=C(O1)C1=CC=C(CN(S(=O)(=O)C2CCN(CC2)C2CCC(CC2)C(F)(F)F)C=2C=C(C=CC2)C)C=C1)F N-(4-(5-(difluoromethyl)-1,3,4-oxadiazol-2-yl)benzyl)-N-(m-tolyl)-1-((1s,4s)-4-(trifluoromethyl)cyclohexyl)piperidine-4-sulfonamide